BrC1=CC=C(C=C1)C(C)N1C(=NC=C1)CO (1-(1-(4-bromophenyl)ethyl)-1H-imidazol-2-yl)methanol